4-((3-(6-Acetylpyridazin-3-yl)-2-methoxyphenyl)amino)-6-(cyclopropanecarboxamido)-N-(methyl-d3)pyridazine-3-carboxamide C(C)(=O)C1=CC=C(N=N1)C=1C(=C(C=CC1)NC1=C(N=NC(=C1)NC(=O)C1CC1)C(=O)NC([2H])([2H])[2H])OC